Cyclohepten-5-ylamine C1=CCCC(CC1)N